3-amino-1-(3-(3-hydroxypropoxy)phenyl)propan-1-ol NCCC(O)C1=CC(=CC=C1)OCCCO